nonanediol bromoacetate BrCC(=O)OC(CCCCCCCC)O